diaminopropyl-imidazole NC(CCC=1NC=CN1)N